5-{2-[4-(6-fluoro-benzo[d]isoxazol-3-yl)-piperidin-1-yl]-ethyl}-3-methyl-6,7-dihydro-5H-pyrazolo[1,5-a]pyrazin-4-one FC1=CC2=C(C(=NO2)C2CCN(CC2)CCN2C(C=3N(CC2)N=CC3C)=O)C=C1